N(=[N+]=[N-])C1(CN(C1)C(=O)OC(C)(C)C)C(=O)OC 1-(tert-butyl) 3-methyl 3-azidoazetidine-1,3-dicarboxylate